1-(4-methylpentan-2-yl)-1H-pyrazolo[3,4-d]pyrimidine-4,6-diamine CC(CC(C)N1N=CC=2C1=NC(=NC2N)N)C